CC/C=C\C/C=C\C/C=C\CCCCCCCCCC(=O)O eicosatrienoic acid